C(C)(C)(C)OC(=O)N1CCC(CC1)C(C1=CC=CC=C1)N1N=C(N=N1)C([2H])([2H])[2H] 4-((5-(methyl-d3)-2H-tetrazol-2-yl)(phenyl)methyl)piperidine-1-carboxylic acid tert-butyl ester